N-(4-chloro-3-(2-(methylamino)-8,9-dihydroimidazo[1',2':1,6]pyrido[2,3-d]pyrimidin-6-yl)phenyl)-4-(trifluoromethyl)pyridineamide ClC1=C(C=C(C=C1)NC(=O)C1=NC=CC(=C1)C(F)(F)F)C1=CC2=C(N=C(N=C2)NC)N2C1=NCC2